tert-butyl N-{[1-(3-aminobenzenesulfonyl)-5-(2-fluorophenyl)-1H-pyrrol-3-yl] methyl}-N-methylcarbamate NC=1C=C(C=CC1)S(=O)(=O)N1C=C(C=C1C1=C(C=CC=C1)F)CN(C(OC(C)(C)C)=O)C